C(C)N(C1=NC(=CC=C1[N+](=O)[O-])OCC=C)CC1=CN=C(S1)C N-Ethyl-N-((2-methylthiazol-5-yl)methyl)-6-allyloxy-3-nitropyridin-2-amine